2-chloro-4-((6-hydroxy-spiro[3.3]hept-2-yl)amino)pyrimidine-5-carboxylic acid ethyl ester C(C)OC(=O)C=1C(=NC(=NC1)Cl)NC1CC2(C1)CC(C2)O